butyl (4-nitrophenyl) carbonate C(OCCCC)(OC1=CC=C(C=C1)[N+](=O)[O-])=O